[Cs].[Au] gold-cesium